BrC=1C=C2C3=C(NC2=C(C1)C1=CC=C(C=C1)OC)C(=NC=C3)C 6-Bromo-8-(4-methoxy-phenyl)-1-methyl-9H-pyrido[3,4-b]indole